COC(=O)C=1C=CC(=NC1)NC1=NN2C(C=C(C=C2)C2=C(C=NC(=C2)C)OC2C[C@H]3COC[C@@H](C2)N3C(=O)OC(C)(C)C)=C1 tert-butyl (1R,5S,7s)-7-((4-(2-((5-(methoxycarbonyl)pyridin-2-yl)amino)pyrazolo[1,5-a]pyridin-5-yl)-6-methylpyridin-3-yl)oxy)-3-oxa-9-azabicyclo[3.3.1]nonane-9-carboxylate